1-O-acetyl β-glucopyranoside O([C@H]1[C@H](O)[C@@H](O)[C@H](O)[C@H](O1)CO)C(C)=O